methyl 1-tert-butoxycarbonylimino-1-oxo-benzothiophene-5-carboxylate C(C)(C)(C)OC(=O)N=S1(C=CC2=C1C=CC(=C2)C(=O)OC)=O